3-[2-(trifluoromethoxy)ethoxy]azetidine FC(OCCOC1CNC1)(F)F